N-(2-hydroxy-5-(1-oxo-6-(2-(pyridin-2-yl)-4-(trifluoromethyl)phenyl)-3,4-dihydroisoquinolin-2(1H)-yl)phenyl)methanesulfonamide OC1=C(C=C(C=C1)N1C(C2=CC=C(C=C2CC1)C1=C(C=C(C=C1)C(F)(F)F)C1=NC=CC=C1)=O)NS(=O)(=O)C